((1R,5S)-3-(7-(3-hydroxynaphthalen-1-yl)-2-((tetrahydro-1H-pyrrolizin-7a(5H)-yl)methoxy)quinazolin-4-yl)-3,8-diazabicyclo[3.2.1]octane-8-carbonyl)glycine OC=1C=C(C2=CC=CC=C2C1)C1=CC=C2C(=NC(=NC2=C1)OCC12CCCN2CCC1)N1C[C@H]2CC[C@@H](C1)N2C(=O)NCC(=O)O